C(C)[Si](CCCCCSCCCNC(=S)N)(CC)CC 3-(3-(2-triethylsilylethyl)propylthio)propylthiourea